Pyrazol-4-one N=1N=CC(C1)=O